COC1=CC=CC=C1/C=C/C=O 2'-methoxycinnamaldehyde